5-[4-(dimethoxymethyl)-1-piperidyl]-N-(2,6-dioxo-3-piperidyl)pyridine-2-carboxamide COC(C1CCN(CC1)C=1C=CC(=NC1)C(=O)NC1C(NC(CC1)=O)=O)OC